C1=CC=CC=2C3=CC=CC=C3C(C12)COC(=O)N1[C@@H]([C@@H]([C@H](C1)OC(C)=O)N1CCN(CCN(CCN(CC1)CC(OC(C)(C)C)=O)CC(OC(C)(C)C)=O)CC(=O)OC(C)(C)C)C(=O)O (2S,3S,4S)-1-(((9H-fluoren-9-yl)methoxy)carbonyl)-4-acetoxy-3-(4,7,10-tris(2-(tert-butoxy)-2-oxoethyl)-1,4,7,10-tetraazacyclododecan-1-yl)pyrrolidine-2-carboxylic acid